FC(CC[C@H]1N2CC(C[C@@]2(CC1)CO)=C)F ((5S,7aS)-5-(3,3-difluoropropyl)-2-methylenetetrahydro-1H-pyrrolizin-7a(5H)-yl)methanol